C1(=CC=CC=C1)S(=O)(=O)OOC=CCCCCCCC nonenoxy benzenesulfonate